N1C(NC2=C1C=CC=C2)=S 1,3-dihydro-2H-benzoimidazole-2-Thion